FC(C=1N=C(SC1)N1CCN(CC1)S(=O)(=O)C1=CC=C(N=N1)C1=C(C(=O)N)C=CC=C1)(F)F (6-((4-(4-(trifluoromethyl)thiazol-2-yl)piperazin-1-yl)sulfonyl)pyridazin-3-yl)benzamide